ClC=1C=CC(=NC1)C=1N=C2N(C=CC=C2)C1C=O 2-(5-chloropyridin-2-yl)imidazo-[1,2-a]pyridine-3-carbaldehyde